(R)-2-amino-5-diethylaminopentane N[C@H](C)CCCN(CC)CC